1-(3-(5-amino-2-chloro-4-fluoro-3-methylbenzoylamino)-4-(4-methylpiperazin-1-yl)phenyl)-N-(1-methylpiperidin-4-yl)-1H-1,2,3-triazol-4-carboxamide NC=1C(=C(C(=C(C(=O)NC=2C=C(C=CC2N2CCN(CC2)C)N2N=NC(=C2)C(=O)NC2CCN(CC2)C)C1)Cl)C)F